C(#N)C=1NC(=C(N1)C#N)C#N.[Li] lithium 2,4,5-tricyanoimidazole